N=C(CCNC(=O)C=1N(C=C(C1)NC(=O)C=1N(C=C(C1)NC(C1=CC=C(C=C1)\C=C\C=1C=NC2=CC=CC=C2C1)=O)C)C)NCCCCCCCCC (E)-N-(3-imino-3-(nonylamino)propyl)-1-methyl-4-(1-methyl-4-(4-(2-(quinolin-3-yl)vinyl)benzamido)-1H-pyrrole-2-carboxamido)-1H-pyrrole-2-carboxamide